CC1=C(C=NC=2OCCNC21)NC2=C(C(NC=C2)=O)C(=O)O 4-((8-methyl-2,3-dihydro-1H-pyrido[2,3-b][1,4]oxazin-7-yl)amino)-2-oxo-1,2-dihydropyridine-3-carboxylic acid